5-[7-[(1,1-dimethyl-3-oxo-isoindolin-5-yl)amino]-3-methyl-imidazo[4,5-b]pyridin-5-yl]oxy-4-methyl-pyridine-2-carbonitrile CC1(NC(C2=CC(=CC=C12)NC1=C2C(=NC(=C1)OC=1C(=CC(=NC1)C#N)C)N(C=N2)C)=O)C